N,N-dimethyl-1-(1,2,3,4-tetrahydroisoquinolin-6-yl)methanamine CN(CC=1C=C2CCNCC2=CC1)C